3-(4,5-dihydroisoxazol-3-yl)-2-methyl-4-methylsulfonylbenzoic acid O1N=C(CC1)C=1C(=C(C(=O)O)C=CC1S(=O)(=O)C)C